FC1(C=2N(C[C@H](CC1)O)N=C1C2CN([C@@H](C1)C)C(=O)OC(C)(C)C)F (3R,8S)-tert-butyl 11,11-difluoro-8-hydroxy-3-methyl-3,4,8,9,10,11-hexahydro-1H-pyrido[4',3':3,4]pyrazolo[1,5-a]azepine-2(7H)-carboxylate